CN1N=C(C=C1C)CNC(=O)C1=C2C(=NN1)C(NC2)=O N-[(1,5-dimethylpyrazol-3-yl)methyl]-6-oxo-4H-pyrrolo[3,4-c]pyrazole-3-carboxamide